CS(=O)(=O)N(S(=O)(=O)C)C1S(CCC1)(=O)=O N,N-bis-(methylsulfonyl)aminotetrahydrothiophene-1,1-dioxide